O1CC12CC1(CCN(CC1)C(=O)OC(C)(C)C)C2 tert-butyl 1-oxa-8-azadispiro[2.1.55.13]undecane-8-carboxylate